(1-Cyclopropylethyl)hydrazine hydrochloride Cl.C1(CC1)C(C)NN